3-Methyl-1-(2,2,2-trifluoroethyl)pyrazol-4-amine CC1=NN(C=C1N)CC(F)(F)F